NC(=O)[O-] azanecarboxylate